10-fluoro-2-octyldecyl 8-((4-hydroxybutyl)(8-(nonyloxy)-8-oxooctyl)amino)octanoate OCCCCN(CCCCCCCC(=O)OCC(CCCCCCCCF)CCCCCCCC)CCCCCCCC(=O)OCCCCCCCCC